(R)-2-(3-ethylphenyl)-2-hydroxyethyl-L-valine C(C)C=1C=C(C=CC1)C(CN[C@H](C(C)C)C(=O)O)O